[Cl-].C(CCC)N1CC=C(C=C1)C 1-butyl-4-methylpyridine chloride salt